C(C1=CC=CC=C1)N([S@](=O)C(C)(C)C)[C@H](C1=CC=CC=C1)[C@H]1OC=CCC1 (R)-N-benzyl-N-[(R)-[(2S)-3,4-dihydro-2H-pyran-2-yl]-phenyl-methyl]-2-methyl-propane-2-sulfinamide